6,7-dihydro-5H-cyclopenta[b]pyridine-3-carboxylic acid N1=C2C(=CC(=C1)C(=O)O)CCC2